Cl.ClC1=C(C=C(C=C1)C(=O)N1CCC2(CC1)CCNCC2)N2C(NC(CC2)=O)=O 1-(2-chloro-5-(3,9-diazaspiro[5.5]undecane-3-carbonyl)phenyl)dihydropyrimidine-2,4(1H,3H)-dione hydrochloride